2-(benzyloxy)-5-(trifluoromethyl)benzene C(C1=CC=CC=C1)OC1=CC=C(C=C1)C(F)(F)F